methyl (3S,3aS,6aR)-1,2,3,3a,4,5,6,6a-octahydrocyclopenta[c]pyrrole-3-carboxylate hydrochloride Cl.C1N[C@@H]([C@@H]2[C@H]1CCC2)C(=O)OC